C(C)(C)C=1C(=CC2=C(N(C(N2)=O)C2CCN(CC2)CCS(=O)(=O)C)C1)C=1C=C(C=2N(C1)N=CN2)OC 6-Isopropyl-5-(8-methoxy-[1,2,4]triazolo[1,5-a]pyridin-6-yl)-1-(1-(2-(methylsulfonyl)ethyl)piperidin-4-yl)-1,3-dihydro-2H-benzo[d]imidazol-2-on